2-{N-[(2-{[(tert-butoxy)carbonyl]amino}quinolin-7-yl)methyl]acetamido}benzoic acid C(C)(C)(C)OC(=O)NC1=NC2=CC(=CC=C2C=C1)CN(C(C)=O)C1=C(C(=O)O)C=CC=C1